N-[6-(1,3,3a,4,6,6a-hexahydrofuro[3,4-c]pyrrol-5-yl)-2,2-dimethyl-3H-benzofuran-5-yl]pyrazolo[1,5-a]pyrimidine-3-carboxamide C1OCC2C1CN(C2)C2=CC1=C(CC(O1)(C)C)C=C2NC(=O)C=2C=NN1C2N=CC=C1